COCCCNC(=O)OCC1=CC=C(C=C1)C=1SC=C(N1)C(=O)OCC ethyl 2-(4-((((3-methoxypropyl)carbamoyl)oxy)methyl)phenyl)thiazole-4-carboxylate